CNC(=O)C1CCC(CC1)NC(OC(C)(C)C)=O tert-Butyl (1R,4R)-4-(methylcarbamoyl)cyclohexylcarbamate